Cl.Cl.C1C(CC2=CC=CC=C12)NC(=O)C1=NC=CN=C1NC(=O)N1CCNCC1 N-(2,3-dihydro-1H-inden-2-yl)-3-(piperazine-1-carboxamido)pyrazine-2-carboxamide dihydrochloride